[Cl-].C(C)N1CC=C(C=C1)C 1-ethyl-4-methylpyridine chloride